3-nitroso-N-(2,2,2-trifluoroethyl)-3,8-diazabicyclo[3.2.1]octane-8-carboxamide N(=O)N1CC2CCC(C1)N2C(=O)NCC(F)(F)F